{1-[(1S)-2,2-difluorocyclopropyl]-3-(4-fluorophenyl)-1H-pyrazol-4-yl}-6-(1-methyl-1H-imidazol-4-yl)furo[2,3-d]pyrimidine FC1([C@H](C1)N1N=C(C(=C1)C=1N=CC2=C(N1)OC(=C2)C=2N=CN(C2)C)C2=CC=C(C=C2)F)F